OC1=C(C(=CC(=C1)CCCCCCC(=O)O)O)[C@H]1[C@@H](CCC(=C1)C)C(=C)C 7-((1'R,2'R)-2,6-dihydroxy-5'-methyl-2'-(prop-1-en-2-yl)-1',2',3',4'-tetrahydro-[1,1'-biphenyl]-4-yl)heptanoic acid